2-[[6-[5-chloro-3-[1-[1-(5-fluoro-3-pyridyl)-4-piperidyl]pyrazol-4-yl]quinoxalin-6-yl]oxy-2-methyl-benzimidazol-1-yl]methoxy]ethyl-trimethyl-silane ClC1=C2N=C(C=NC2=CC=C1OC=1C=CC2=C(N(C(=N2)C)COCC[Si](C)(C)C)C1)C=1C=NN(C1)C1CCN(CC1)C=1C=NC=C(C1)F